NCCNCCNCCOP(O)(O)=O 2-[2-(2-aminoethylamino)ethylamino]ethyl-phosphoric acid